C(=O)(O)CCN(C1=C(C=C(C=C1)OCC(=O)OC)C)CCC(=O)O 3-[N-(2-carboxyethyl)-4-(2-methoxy-2-oxo-ethoxy)-2-methyl-anilino]propanoic acid